FC=1C(NC(N(C1)[C@H]1[C@]([C@@H]([C@H](O1)CO)O)(C)F)=O)=O (2r,3r,4r,5r)-5-(5-fluoro-2,4-dioxo-3,4-dihydro-2H-pyrimidin-1-yl)-4-fluoro-3-hydroxy-4-methyltetrahydrofuran-2-methanol